3-[[(2R,5R)-2-[(didecylamino)oxymethyl]-5-(2,4-dioxopyrimidin-1-yl)-4-methoxy-tetrahydrofuran-3-yl]oxy-(diisopropylamino)phosphanyl]oxypropanenitrile C(CCCCCCCCC)N(OC[C@H]1O[C@H](C(C1OP(OCCC#N)N(C(C)C)C(C)C)OC)N1C(NC(C=C1)=O)=O)CCCCCCCCCC